propyl-N-dodecyl-dimethyl-ammonium chloride [Cl-].C(CC)[N+](CCCCCCCCCCCC)(C)C